ClC=1C=C(C=CC1F)NC(=O)N1CC=2C(=NN3C2C2=C(CCC3)C=NO2)CC1 N-(3-Chloro-4-fluorophenyl)-5,6,9,10-tetrahydro-4H-isoxazolo[5,4-c]pyrido[4',3':3,4]pyrazolo[1,5-a]azepine-11(12H)-carboxamide